2-(5-chloro-2-oxo-3-(phenethylamino)-6-phenylpyrazin-1(2H)-yl)acetic acid ClC=1N=C(C(N(C1C1=CC=CC=C1)CC(=O)O)=O)NCCC1=CC=CC=C1